NC=1SC2=C(N1)C=CC(=C2)C2=CC=C(C=C2)O 4-(2-amino-1,3-benzothiazol-6-yl)phenol